hydroxymethyl methanesulfinate dihydrate O.O.CS(=O)OCO